Cl.Cl.N[C@@H]1CN(C[C@@H](C1)C)C1=C(C=NC=C1)NC(=O)C=1C(=C(C(=CC1)F)C1=C(C=C(C=C1F)NS(=O)(=O)C)F)F N-(4-((3S,5R)-3-amino-5-methylpiperidin-1-yl)pyridin-3-yl)-2,2',6,6'-tetrafluoro-4'-(methylsulfonamido)-[1,1'-biphenyl]-3-carboxamide dihydrochloride